C1CC12COC(OC2)=O 5,7-dioxaspiro[2.5]octan-6-one